C1(=CC=CC=C1)CC(=O)OC(C)C1C2=CC=C(C=C2C(C=2C=C(C=CC12)N1CCCC1)(C)C)N1CCCC1 1-(10,10-dimethyl-3,6-di(pyrrolidin-1-yl)-9,10-dihydroanthracen-9-yl)ethyl 2-phenylacetate